2-({3-chloro-2-[(4-chloro-2-fluorophenyl)methoxy]quinolin-7-yl}methyl)-1-{1-[(2S)-oxetan-2-yl]methyl}-1H-1,3-benzodiazole-6-carboxylic acid ClC=1C(=NC2=CC(=CC=C2C1)CC1=NC2=C(N1C[C@H]1OCC1)C=C(C=C2)C(=O)O)OCC2=C(C=C(C=C2)Cl)F